CC=1C=C(SC1)C1=NN=C(C2=CC=CC=C12)N 4-(4-methylthiophene-2-yl)phthalazin-1-amine